CC(C#N)(COC=1C=NC(=CC1)[N+](=O)[O-])C 2,2-dimethyl-3-((6-nitropyridin-3-yl)oxy)propionitrile